1-tosyl-1H-pyrazole-3-carboxamide S(=O)(=O)(C1=CC=C(C)C=C1)N1N=C(C=C1)C(=O)N